O[C@H](CNC(=O)C1=NC=C(C=C1)NC1=NN(C=N1)C1=CC=C(C=C1)C(F)(F)F)CO (R)-N-(2,3-dihydroxypropyl)-5-((1-(4-(trifluoromethyl)phenyl)-1H-1,2,4-triazol-3-yl)amino)pyridineamide